CC1=CC(=C(C=C1)S(=O)(=O)N1[C@@H](CCC1)C(=O)OC(C)(C)C)O[C@@H]1C[C@H](CC1)CC=O |o1:23,25| tert-Butyl ((4-methyl-2-(((1S*,3S*)-3-(2-oxoethyl)cyclopentyl)oxy)phenyl)sulfonyl)-L-prolinate